OC1CCN(CC1)C1=CC(=NC=C1)NC=1SC2=C(N1)C=CC(=C2)C#N 2-((4-(4-hydroxypiperidin-1-yl)pyridin-2-yl)amino)benzo[d]thiazole-6-carbonitrile